CC(CS(=O)(=O)C)C1(C(C(=O)N)C=CC=C1)C(=O)O 2-(1-methyl-2-methylsulfonylethyl)phthalic acid amide